NC1=NN2C(C=CC(=C2)C=2C=C(C(=NC2)C)NC(=O)N2OCC[C@H]2C2=CC(=CC(=C2)C(F)(F)F)F)=N1 (S)-N-(5-(2-amino-[1,2,4]triazolo[1,5-a]pyridin-6-yl)-2-methylpyridin-3-yl)-3-(3-fluoro-5-(trifluoromethyl)phenyl)isooxazolidine-2-carboxamide